7-(difluoromethoxy)-4-[3-(4-fluorophenyl)-1-methyl-1H-pyrazol-4-yl]pyrido[3,2-d]pyrimidin-6-amine FC(OC1=CC=2N=CN=C(C2N=C1N)C=1C(=NN(C1)C)C1=CC=C(C=C1)F)F